1-isopropyl-N-(4-methylphenylethyl)-4-(3-(trifluoromethyl)phenoxy)-1H-pyrazole-5-thiocarboxamide C(C)(C)N1N=CC(=C1C(NCCC1=CC=C(C=C1)C)=S)OC1=CC(=CC=C1)C(F)(F)F